ClC1=C(C=NN1C1(CC1)C)NC1=NC2=CC(=C(C=C2C=N1)C)C1CCN(CC1)CCC#N 3-(4-(2-((5-chloro-1-(1-methylcyclopropyl)-1H-pyrazol-4-yl)amino)-6-methylquinazolin-7-yl)piperidin-1-yl)propionitrile